C1(CC1)C1=CC(=NC=2N1N=C(C2)C2=C(C=C(C=C2)N2C[C@H]([C@@H](C2)O)O)F)C(=O)N2[C@@H](C1=CC=CC=C1CC2)C (7-cyclopropyl-2-(4-((3R,4R)-3,4-dihydroxypyrrolidin-1-yl)-2-fluorophenyl)pyrazolo[1,5-a]pyrimidin-5-yl)((R)-1-methyl-3,4-dihydroisoquinolin-2(1H)-yl)methanone